ClC=1C(=C(C=CC1)NC=1C(=NN2C1C(NCC2)=O)C2=CC(=NC=C2)NC=2C=NN(C2)C)OC ((3-chloro-2-methoxyphenyl)amino)-2-(2-((1-methyl-1H-pyrazol-4-yl)amino)pyridin-4-yl)-6,7-dihydropyrazolo[1,5-a]pyrazin-4(5H)-one